(2S,3R,5S)-4-[[3-(2,4-Difluoro-3-methyl-phenyl)-5-methyl-5-(trifluoromethyl)tetrahydrofuran-2-carbonyl]amino]pyridin-2-carboxamid FC1=C(C=CC(=C1C)F)[C@@H]1[C@H](O[C@@](C1)(C(F)(F)F)C)C(=O)NC1=CC(=NC=C1)C(=O)N